C1(CCCCC1)NC1=C2C(=NC(=N1)NC1=C(C=C(C=C1)N1CCOCC1)OC)NN=C2C2=CN=CO2 N4-cyclohexyl-N6-(2-methoxy-4-morpholinophenyl)-3-(oxazol-5-yl)-1H-pyrazolo[3,4-d]pyrimidine-4,6-diamine